allyl (2R,3S)-2-(((4-(3-allylphenyl)cyclohexyl)oxy)methyl)-3-((N,N-dimethylsulfamoyl)(4-methoxybenzyl)amino)pyrrolidine-1-carboxylate C(C=C)C=1C=C(C=CC1)C1CCC(CC1)OC[C@@H]1N(CC[C@@H]1N(CC1=CC=C(C=C1)OC)S(N(C)C)(=O)=O)C(=O)OCC=C